2-bromo-1-(4-bromo-phenyl)-ethanone BrCC(=O)C1=CC=C(C=C1)Br